C(C1=CC=CC=C1)ON([C@H]1CC[C@@H](N(C1)C(=O)OC(C)(C)C)C(=O)N(N)C(=O)C1CC(C1)OC(F)(F)F)C(=O)OCC1=CC=CC=C1 tert-butyl (2R,5S)-5-[(benzyloxy)[(benzyloxy)carbonyl]amino]-2-{N-[(1s,3s)-3-(trifluoromethoxy)cyclobutanecarbonyl]hydrazinecarbonyl}piperidine-1-carboxylate